C(C)N1C(=CC2=NC=CC=C21)C=O 1-ethyl-1H-pyrrolo[3,2-b]pyridine-2-carbaldehyde